O1C=CC=2C1=NC=CC2 furo[2,3-b]pyridin